C(C)(C)(C)C1=C(C=C(C=C1)N1C(C2=CC=CC=C2[C@H]([C@@H]1C1=CC2=C(OCCO2)C=C1)C(=O)O)=O)Cl |r| (3R,4R) and (3S,4S)-2-(4-(tert-butyl)-3-chlorophenyl)-3-(2,3-dihydrobenzo[b][1,4]dioxin-6-yl)-1-oxo-1,2,3,4-tetrahydroisoquinoline-4-carboxylic acid